CC=1N=C(SC1C)NC(=NC(=O)NC1=CC=C(C=C1)Cl)N 4,5-dimethylthiazol-2-yl-N''-(4-chloroaniline-carbonyl)-guanidine